4-chloro-5-fluoro-2-(tetrahydro-1H-pyrrol-1-yl)benzene-1-carbonitrile ClC1=CC(=C(C=C1F)C#N)N1CCCC1